disodium ethylenediamine tetraacetate calcium salt [Ca].C(C)(=O)ON(CCN(OC(C)=O)OC(C)=O)OC(C)=O.[Na].[Na]